C(C)(=O)SCC(=O)N[C@@H]1CN(C[C@H](C1)F)C(=O)OC(C)(C)C tert-butyl (3S,5S)-3-(2-(acetylthio)acetamido)-5-fluoropiperidine-1-carboxylate